fluorobenzyl-2-oxo-N-(pyridin-2-yl)-1,2-dihydro-1,8-naphthyridine-3-carboxamide FC1=C(C(N(C2=NC=CC=C12)CC1=CC=CC=C1)=O)C(=O)NC1=NC=CC=C1